CS(=O)(=O)OCC(CCCCCC)CCCC 2-Butyloctyl methanesulfonate